3-(isopropoxy)benzoic acid C(C)(C)OC=1C=C(C(=O)O)C=CC1